[Al].[Si].[Ni].[Cu] Copper nickel silicon aluminum